C(C)(C)(C)OC(=O)N1C2(CC2)CN(CC1)C=1C2=C(N=CN1)NC=C2C2=C(C=CC=C2)F.FC2=C(C=C(/C=C/C1=NC=CC3=CC=CC=C13)C=C2)C (E)-1-(4-fluoro-3-METHYLSTYRYL)isoquinoline tert-butyl-7-(5-(2-fluorophenyl)-7H-pyrrolo[2,3-d]pyrimidin-4-yl)-4,7-diazaspiro[2.5]octane-4-carboxylate